[Fe].C(C=CCC)(=O)O pentenoic acid iron